(2-fluoro-5-(1-(4-fluorophenyl)-1H-pyrazol-4-yl)phenyl)methanamine, hydrochloride Cl.FC1=C(C=C(C=C1)C=1C=NN(C1)C1=CC=C(C=C1)F)CN